C1(=CC(=CC=C1)C1=NC(=NC(=N1)C=1C=C(C=CC1)C1=CC=CC=C1)C=1C=C(C=CC1)C1=CC=CC=C1)C1=CC=CC=C1 (2,4,6-tris([1,1'-biphenyl]-3-yl))-1,3,5-triazine